2-[4-[5-(tert-Butoxycarbonylamino)-4-cyano-1-isopropyl-pyrazol-3-yl]-3-fluorophenyl]acetic acid C(C)(C)(C)OC(=O)NC1=C(C(=NN1C(C)C)C1=C(C=C(C=C1)CC(=O)O)F)C#N